3-(3,5-difluorophenyl)-2-(4-iodophenyl)-7-(tetrahydropyran-2-yloxy)chroman FC=1C=C(C=C(C1)F)C1C(OC2=CC(=CC=C2C1)OC1OCCCC1)C1=CC=C(C=C1)I